(2R,4S)-1-[(2S)-3,3-dimethyl-2-[4-(2-tetrahydropyran-2-ylethyl)triazol-1-yl]butyryl]-4-hydroxy-N-methyl-pyrrolidine-2-carboxamide CC([C@@H](C(=O)N1[C@H](C[C@@H](C1)O)C(=O)NC)N1N=NC(=C1)CCC1OCCCC1)(C)C